6-amino-2-[3,5-dichloro-4-[(4-isopropyl-2-oxo-1H-quinolin-6-yl)oxy]phenyl]-1,2,4-triazine-3,5-dione NC=1C(NC(N(N1)C1=CC(=C(C(=C1)Cl)OC=1C=C2C(=CC(NC2=CC1)=O)C(C)C)Cl)=O)=O